(E)-6-bromo-2-(p-tolyldiazenyl)-1,2,3,4-tetrahydroisoquinoline BrC=1C=C2CCN(CC2=CC1)\N=N\C1=CC=C(C=C1)C